Pyridyl-trimethoxysilane N1=C(C=CC=C1)[Si](OC)(OC)OC